tert.-Butyl-3-{[2-(4-bromophenyl)imidazo[1,2-a]pyridin-3-yl]methyl}-3,8-diazabicyclo[3.2.1]octan-8-carboxylat C(C)(C)(C)OC(=O)N1C2CN(CC1CC2)CC2=C(N=C1N2C=CC=C1)C1=CC=C(C=C1)Br